NC1=C(C=CC(=C1)Cl)C1=CC(=CC(=C1)C(=O)N)C1=CC=C(C=C1)C=1N=NNC1 amino-4-chloro-4''-(1H-1,2,3-triazol-4-yl)-[1,1':3',1''-terphenyl]-5'-carboxamide